4-(2,5-dichloro-6-methoxy-pyrimidin-4-yl)-piperazine-1-carboxylic acid tert-butyl ester C(C)(C)(C)OC(=O)N1CCN(CC1)C1=NC(=NC(=C1Cl)OC)Cl